4-(4-(((3-aminooxetan-3-yl)methyl)amino)-6-methylquinazolin-2-yl)-4,5-dihydro-2H-spiro[benzo[f][1,4]thiazepine-3,1'-Cyclopropane]-1,1-dioxide NC1(COC1)CNC1=NC(=NC2=CC=C(C=C12)C)N1CC2=C(S(CC13CC3)(=O)=O)C=CC=C2